COC(=O)C=1OC(=CC1)S(=O)(=O)CCOC 5-(2-methoxyethylsulfonyl)furan-2-carboxylic acid methyl ester